N-(4-methyl-3-(2-((2-methylthiazol-5-yl)amino)-8,9-dihydroimidazo[1',2':1,6]pyrido[2,3-d]pyrimidin-6-yl)phenyl)-4-(trifluoromethyl)pyridineamide CC1=C(C=C(C=C1)NC(=O)C1=NC=CC(=C1)C(F)(F)F)C1=CC2=C(N=C(N=C2)NC2=CN=C(S2)C)N2C1=NCC2